O1COC2=C1C=CC(=C2)CC(C)NC(C)C 1-(1,3-benzodioxolan-5-yl)-N-propan-2-ylpropane-2-amine